2-chloro-N-(1-cyanocyclobutyl)-5-[(2S)-2-(trifluoromethylsulfonylamino)propoxy]pyridine-3-carboxamide ClC1=NC=C(C=C1C(=O)NC1(CCC1)C#N)OC[C@H](C)NS(=O)(=O)C(F)(F)F